C(C)(=O)C=1C=C(C=CC1)O 3-ACETYLPHENOL